6-(4-(2-(7,8-dimethyl-[1,2,4]triazolo[1,5-a]pyridin-6-yl)-4-fluoro-3-isopropyl-1H-pyrrolo[2,3-c]pyridin-5-yl)cyclohexyl)-2-oxa-6-azaspiro[3.3]heptane CC1=C(C=2N(C=C1C1=C(C=3C(=CN=C(C3F)C3CCC(CC3)N3CC4(COC4)C3)N1)C(C)C)N=CN2)C